Cl.Cl.C12(CC(C1)C2)NN Bicyclo[1.1.1]Pentane-1-ylhydrazine dihydrochloride